4'-fluoro-3-(1H-pyrazol-3-yl)-[1,1'-biphenyl]-4-carbonitrile hydrochloride Cl.FC1=CC=C(C=C1)C1=CC(=C(C=C1)C#N)C1=NNC=C1